OCCOCCOC1=C(C(=NC(=C1C)C)NC1=CC=C(C=C1)C(F)(F)F)C1=NOC(N1)=O 3-[4-[2-(2-hydroxyethoxy)ethoxy]-5,6-dimethyl-2-[4-(trifluoromethyl)anilino]-3-pyridyl]-4H-1,2,4-oxadiazol-5-one